7-((1s,3s)-3-((tert-butyldimethylsilyl)oxy)cyclobutyl)-6-methylpyrazolo[1,5-a]pyridine [Si](C)(C)(C(C)(C)C)OC1CC(C1)C1=C(C=CC=2N1N=CC2)C